C(C)(C)(C)OC(C[C@H]1N(CC[C@H](C1)O)C(=O)OCCCC)=O butyl (2S,4R)-2-(2-(tert-butoxy)-2-oxoethyl)-4-hydroxypiperidine-1-carboxylate